O=C1N(CC2=CC=CN3C2=C1C=N3)CC=3OC1=C(C3)C=CC=C1C(=O)O 2-((3-oxo-3H-pyrazolo[4,5,1-ij][1,6]naphthyridin-4(5H)-yl)methyl)benzofuran-7-carboxylic acid